3-(3-methyl-4-((methyl(6-oxo-6-(piperidin-1-yl)hexyl)amino)methyl)-2-oxo-2,3-dihydro-1H-benzo[d]imidazol-1-yl)piperidine-2,6-dione CN1C(N(C2=C1C(=CC=C2)CN(CCCCCC(N2CCCCC2)=O)C)C2C(NC(CC2)=O)=O)=O